IC1=CC=C(C=C1)\C=C(\C(=O)O)/S (2Z)-3-(4-iodophenyl)-2-mercapto-2-Propenoic acid